3-(5-(4-(piperazin-1-ylmethyl)piperidin-1-yl)pyridin-2-yl)piperidine-2,6-dione N1(CCNCC1)CC1CCN(CC1)C=1C=CC(=NC1)C1C(NC(CC1)=O)=O